2-(4-amino-3-fluorophenyl)-N-(6-(4-fluorophenyl)-2-(2-morpholinoethyl)-2H-indazol-5-yl)thiazole-4-carboxamide NC1=C(C=C(C=C1)C=1SC=C(N1)C(=O)NC1=CC2=CN(N=C2C=C1C1=CC=C(C=C1)F)CCN1CCOCC1)F